C1=CC=C(C=2OC3=C(C21)C=CC=C3)B(O)O benzo[1,2-b]benzofuran-4-boronic acid